2-[1-Benzyl-5-(trifluoromethoxy)indol-3-yl]-2-oxo-acetyl chloride C(C1=CC=CC=C1)N1C=C(C2=CC(=CC=C12)OC(F)(F)F)C(C(=O)Cl)=O